(2S,3R)-p-methylsulfonylbenzene CS(=O)(=O)C1=CC=CC=C1